barium dinonyl-naphthalenesulfonate salt C(CCCCCCCC)C=1C(=C(C2=CC=CC=C2C1)S(=O)(=O)[O-])CCCCCCCCC.[Ba+2].C(CCCCCCCC)C=1C(=C(C2=CC=CC=C2C1)S(=O)(=O)[O-])CCCCCCCCC